CN(C1CCN(CC1)C1=NC(=C(C=2N1C=CN2)C=2C=C1N=CC=NC1=CC2)C2=CC=C(C#N)C=C2)C 4-{5-[4-(dimethylamino)piperidin-1-yl]-8-quinoxalin-6-ylimidazo[1,2-c]pyrimidin-7-yl}benzonitrile